C(C)(C)(C)OC(=O)N1CCC(=CC1)C=1N=NC(=CC1)NC(=O)C12CC(C1)(C2)C(NC2=CC=C(C=C2)CNC(=O)OC(C)(C)C)=O 4-[6-({3-[4-(tert-butoxycarbonylamino-methyl)-phenylcarbamoyl]-bicyclo[1.1.1]pentane-1-carbonyl}-amino)-pyridazin-3-yl]-3,6-dihydro-2H-pyridine-1-carboxylic acid tert-butyl ester